ClC1=NC=2N([C@H](C(NC2C(=N1)C)=O)C([2H])([2H])[2H])C (7S)-2-chloro-4,8-dimethyl-7-(methyl-d3)-7,8-dihydropteridin-6(5H)-one